ClC1=NC=CC=C1[C@@H](C)N(C(O)=O)C1=C(N=NN1C)C1=NC(=C(C=C1)N)F.S1C(=CC=C1)NC(C1=CC=CC=C1)=O N-(thiophen-2-yl)benzamide (R)-1-(2-chloropyridin-3-yl)ethyl-(4-(5-amino-6-fluoropyridin-2-yl)-1-methyl-1H-1,2,3-triazol-5-yl)carbamate